5-((5-(2-aminopyridin-3-yl)isoxazol-3-yl)methyl)-N-(3,5-difluorophenyl)pyridin-2-amine NC1=NC=CC=C1C1=CC(=NO1)CC=1C=CC(=NC1)NC1=CC(=CC(=C1)F)F